(Z)-5-(3-ethoxy-4-hydroxybenzylidene)-1-(4-methoxyphenyl)pyrimidine C(C)OC=1C=C(\C=C\2/C=NCN(C2)C2=CC=C(C=C2)OC)C=CC1O